2-{2-[2-(2-Amino-3-hydroxy-propionyl)-1,2,3,4-tetrahydro-isoquinolin-7-ylamino]-5-bromo-pyrimidin-4-ylamino}-N-methyl-benzamide NC(C(=O)N1CC2=CC(=CC=C2CC1)NC1=NC=C(C(=N1)NC1=C(C(=O)NC)C=CC=C1)Br)CO